(1S)-1-[3-(2-methyl-4-pyridyl)-1,2,4-thiadiazol-5-yl]ethanamine hydrochloride Cl.CC1=NC=CC(=C1)C1=NSC(=N1)[C@H](C)N